(4-(methoxycarbonyl)-phenyl)boronic acid COC(=O)C1=CC=C(C=C1)B(O)O